calcium hexachlorophenol ClOC1=C(C(=C(C(=C1Cl)Cl)Cl)Cl)Cl.[Ca]